4-Nitro-1-(oxetan-3-yl)-1H-imidazole [N+](=O)([O-])C=1N=CN(C1)C1COC1